5-[(2-chloroethyl)-(2-fluoroethyl)amino]-6-methyluracil ClCCN(C=1C(NC(NC1C)=O)=O)CCF